ClC1=CC2=C(N=C(N=C2N[C@H](C)C2=C(C(=CC=C2)C(F)F)F)C)C(=N1)C (R)-6-chloro-N-(1-(3-(difluoromethyl)-2-fluorophenyl)ethyl)-2,8-dimethylpyrido[3,4-d]Pyrimidin-4-amine